ClC1=CC=C(C=C1)C1=CC=C(C=N1)CN1CCN(CC1)CC=1C=C2CN(C(C2=CC1)=O)C1C(NC(CC1)=O)=O 3-(5-((4-((6-(4-chlorophenyl)pyridin-3-yl)methyl)piperazin-1-yl)methyl)-1-oxoisoindoline-2-yl)piperidine-2,6-dione